C(C)(C)(C)OC(=O)N1CCC2(CC1)COC1=C2C=CC(=C1C(=O)O)F 1'-(tert-Butyloxycarbonyl)-6-fluoro-2H-spiro[benzofuran-3,4'-piperidine]-7-carboxylic acid